8-(1-((2-(8-fluoro-1-hydroxy-1H-benzo[d][1,2,6]oxazaborinin-6-yl)pyridine-3-yl)amino)ethyl)-3,6-dimethyl-2-(piperidin-1-yl)-4H-chromen-4-one FC1=CC(=CC=2C=NOB(C21)O)C2=NC=CC=C2NC(C)C=2C=C(C=C1C(C(=C(OC21)N2CCCCC2)C)=O)C